COC1=CC=C(OC2=NC3=C(N=C(C(=C3C=C2)O)C(=O)OCC)Cl)C=C1 ethyl 2-(4-methoxyphenoxy)-5-hydroxy-8-chloro-1,7-naphthyridine-6-carboxylate